N-((5-cyclopropylpyridin-2-yl)methyl)propan-2-amine C1(CC1)C=1C=CC(=NC1)CNC(C)C